C(C)(C)(C)OC(N[C@H](CN)C1=CC(=C(C=C1)Cl)N1N=CN=C1C(F)F)=O (S)-(2-amino-1-(4-chloro-3-(5-(difluoromethyl)-1H-1,2,4-triazol-1-yl)phenyl)ethyl)carbamic acid tert-butyl ester